FC1=C(COC2=CC=CC(=N2)C2CCN(CC2)[C@@H](C)C2=NC3=C(N2C[C@H]2OCC2)C=C(C=C3)C(=O)[O-])C=CC(=C1)F 2-((S)-1-(4-(6-((2,4-difluorobenzyl)oxy)pyridin-2-yl)piperidin-1-yl)ethyl)-1-(((S)-oxetan-2-yl)methyl)-1H-benzo[d]imidazole-6-carboxylate